5-(4,4-difluoropiperidin-1-yl)imidazo[1,2-a]pyridin FC1(CCN(CC1)C1=CC=CC=2N1C=CN2)F